FC=1C=C2C3=C(NC2=C(C1)NC)N=CC(=C3N3N=CC(=C3)C(F)(F)F)C=3C=C(C=NC3)C#N 5-[6-Fluoro-8-(methylamino)-4-[4-(trifluoromethyl)pyrazol-1-yl]-9H-pyrido[2,3-b]indol-3-yl]pyridine-3-carbonitrile